[C@H]12CN(C[C@H](CC1)N2)C=2C1=C(N=C(N2)OCC23CCCN3CCC2)CN(CC1)C1=CC(=CC2=CC=CC(=C12)CC)O 4-(4-((1R,5S)-3,8-diazabicyclo[3.2.1]octan-3-yl)-2-((tetrahydro-1H-pyrrolizin-7a(5H)-yl)methoxy)-5,8-dihydropyrido[3,4-d]pyrimidin-7(6H)-yl)-5-ethylnaphthalen-2-ol